1,2-didocosahexaenoyl-sn-glycerol CC/C=C\C/C=C\C/C=C\C/C=C\C/C=C\C/C=C\CCC(=O)OC[C@H](CO)OC(=O)CC/C=C\C/C=C\C/C=C\C/C=C\C/C=C\C/C=C\CC